2-((6-(benzyloxy)-7-(1,1-dioxo-4-oxo-1,2,5-thiadiazolidin-2-yl)-8-fluoronaphthalen-2-yl)oxy)acetonitrile C(C1=CC=CC=C1)OC=1C=C2C=CC(=CC2=C(C1N1S(NC(C1)=O)(=O)=O)F)OCC#N